CCCCCCCCCCCC(=O)N(C)CCS(=O)(=O)[O-].[Na+] sodium Lauroyl Methyl Taurate